FC1(C(CNC1)NC(OCC(F)(F)F)=O)F 2,2,2-trifluoroethyl N-(4,4-difluoropyrrolidin-3-yl)carbamate